BrC1=CC=C2C3(CC=4C(=NOC4C2=C1)NS(=O)(=O)C1=C(C=C(C=C1OC)C(=O)N1CCOCC1)OC)CC3 N-(8'-bromo-4'H-spiro[cyclopropane-1,5'-naphtho[2,1-d]isoxazol]-3'-yl)-2,6-dimethoxy-4-(morpholine-4-carbonyl)benzenesulfonamide